S1C(=NC2=C1C=CC=C2)NC2=C(C1=C(CNCC1)N(C2)C2=CC=CC(=N2)C(=O)O)C 6-{3-[(1,3-benzothiazol-2-yl)amino]-4-methyl-5H,6H,7H,8H-pyrido[2,3-c]pyridin-1-yl}pyridine-2-carboxylic acid